ClC=1C=C(C=C(C1)Cl)N1N=C(C2=C1C1=C(OC2)C=C(C(=C1)C=1C(=NC=C(C1)C)F)OC)C(=O)O 1-(3,5-dichlorophenyl)-8-(2-fluoro-5-methylpyridin-3-yl)-7-methoxy-1,4-dihydrobenzopyrano[4,3-c]pyrazole-3-carboxylic acid